L-tyrosyl-D-alanyl-L-glycyl-L-phenylalanyl-L-leucyl-L-arginyl-L-arginine amide acetate C(C)(=O)O.N[C@@H](CC1=CC=C(C=C1)O)C(=O)N[C@H](C)C(=O)NCC(=O)N[C@@H](CC1=CC=CC=C1)C(=O)N[C@@H](CC(C)C)C(=O)N[C@@H](CCCNC(N)=N)C(=O)N[C@@H](CCCNC(N)=N)C(=O)N